C(CCC)OOC1(CCCCC1)OOCCCC di(butyl-peroxy)cyclohexane